2-(5-(4-fluorophenyl)-3-ethylsulfonylpyridin-2-yl)-3-methyl-6-trifluoromethyl-3H-imidazo[4,5-c]pyridazine FC1=CC=C(C=C1)C=1C=C(C(=NC1)N1NC=2C(=CC1C)N=C(N2)C(F)(F)F)S(=O)(=O)CC